4-(((4-cyclopropyl-1-(piperidin-4-yl)-1H-pyrazol-3-yl)oxy)methyl)-3-fluorobenzonitrile C1(CC1)C=1C(=NN(C1)C1CCNCC1)OCC1=C(C=C(C#N)C=C1)F